4-bromo-5,7-difluorobenzo[b]thiophene-2-carboxylic acid BrC1=C(C=C(C=2SC(=CC21)C(=O)O)F)F